ClC=1C(=CC(=C(C=O)C1)O)OCC1=CC=C(C=C1)OC 5-chloro-2-hydroxy-4-[(4-methoxyphenyl)methoxy]benzaldehyde